CS(=O)(=O)C1=NC=2N(C(=N1)C1=CSC3=C1C=CC=C3)N=CC2 2-methanesulfonyl-4-(benzothien-3-yl)pyrazolo[1,5-a][1,3,5]Triazine